3-((2-(3,6-diazabicyclo[3.1.1]heptan-3-yl)-7-(thiazol-2-yl)benzo[d]oxazol-4-yl)oxy)-4,4,4-trifluoro-2-methylbutan-2-ol C12CN(CC(N1)C2)C=2OC1=C(N2)C(=CC=C1C=1SC=CN1)OC(C(C)(O)C)C(F)(F)F